6-((2-((6R)-1,8-diazaspiro[5.5]undec-8-yl)-1H-benzoimidazol-1-yl)methyl)-3-pyridinecarbonitrile N1CCCC[C@@]12CN(CCC2)C2=NC1=C(N2CC2=CC=C(C=N2)C#N)C=CC=C1